FC1CN(C1)CCC=1C(=NC(=NC1)O)C(C)C 5-(2-(3-fluoroazetidin-1-yl)ethyl)-4-isopropylpyrimidin-2-ol